C(C)(C)(C)OC(=O)N1CCC(CC1)C(=O)N1CCC(CC1)C1=CC=2C(=C(N=NC2N[C@H](C)C2=C(C(=CC=C2)C#N)C)C)C=N1 (R)-4-(4-(1-((1-(3-cyano-2-methylphenyl)ethyl)amino)-4-methylpyrido[3,4-d]pyridazin-7-yl)piperidine-1-carbonyl)piperidine-1-carboxylic acid tert-butyl ester